N1=C(C=CC=C1)SSCCC(=O)OC1=C(C(=C(C(=C1F)F)F)F)F 3-(2-pyridyldithio)-propionic acid, 2,3,4,5,6-pentafluorophenyl ester